FC(C=1C(=C(C=CC1)[C@@H](C)NC1=CC=NC2=CC=C(C=C12)N1CCN(CC1)C(C(C)C)=O)F)F (R)-1-(4-(4-((1-(3-(difluoromethyl)-2-fluorophenyl)ethyl)amino)quinolin-6-yl)piperazin-1-yl)-2-methylpropan-1-one